OC1C2CN(CC1CC2)C(=O)OC(C)(C)C tert-butyl endo-8-hydroxy-3-azabicyclo[3.2.1]octane-3-carboxylate